(R)-1,4-bis(naphthalen-2-ylsulfonyl)-2-vinylpiperazine C1=C(C=CC2=CC=CC=C12)S(=O)(=O)N1[C@@H](CN(CC1)S(=O)(=O)C1=CC2=CC=CC=C2C=C1)C=C